5-bromo-2-(trifluorometh-yl)benzonitrile BrC=1C=CC(=C(C#N)C1)C(F)(F)F